(5Z)-3-Methyl-5-[(3-methylbenzimidazol-5-yl)methylene]-2-[[2-(trifluoromethyl)phenyl]methylamino]imidazol-4-one CN1C(=N\C(\C1=O)=C/C1=CC2=C(N=CN2C)C=C1)NCC1=C(C=CC=C1)C(F)(F)F